vanillyl-undecanamide C(C1=CC(OC)=C(O)C=C1)C(C(=O)N)CCCCCCCCC